ClC1=C(C=C(OCC(=O)NC2CCC(CC2)C(=O)OC)C=C1)F methyl (1s,4s)-4-[2-(4-chloro-3-fluorophenoxy)acetamido]cyclohexane-1-carboxylate